methyl (1R,4r)-4-{3-[(R)-2-(m-fluorophenyl)-2-hydroxyethylamino]-3-methylbutyl}cyclohexanecarboxylate FC=1C=C(C=CC1)[C@H](CNC(CCC1CCC(CC1)C(=O)OC)(C)C)O